Bis[3-(trimethoxysilyl)-propyl]amin CO[Si](CCCNCCC[Si](OC)(OC)OC)(OC)OC